2-{[7-amino-4-(3-ethoxy-1H-indazol-5-yl)-1-oxo-2,3-dihydro-1H-isoindol-2-yl]methyl}prop-2-enenitrile NC=1C=CC(=C2CN(C(C12)=O)CC(C#N)=C)C=1C=C2C(=NNC2=CC1)OCC